tert-butyl 6-[7-({8-fluoro-2-methylimidazo[1,2-a]pyridin-6-yl}carbamoyl)-2-methylindazol-4-yl]-1,6-diazaspiro[3.4]octane-1-carboxylate FC=1C=2N(C=C(C1)NC(=O)C1=CC=C(C3=CN(N=C13)C)N1CC3(CCN3C(=O)OC(C)(C)C)CC1)C=C(N2)C